9-((oxetan-3-ylmethyl)amino)heptadecanedioic acid 1-(heptadecane-9-yl) 17-(undecan-3-yl) ester CCC(CCCCCCCC)OC(CCCCCCCC(CCCCCCCC(=O)OC(CCCCCCCC)CCCCCCCC)NCC1COC1)=O